1,2,3,4-Tetrahydropyrazin N1CCNC=C1